O=C1NC(CCC1N1N=CC=2C=NC(=CC21)C#CCNC(C2=NC=C(C=C2)C=2N=CC1=C(C=CC=C1C2)C2=CC1=C(N(C(N1C)=O)C)C(=C2)C(C)C)=O)=O N-(3-(1-(2,6-dioxopiperidin-3-yl)-1H-pyrazolo[4,3-c]pyridin-6-yl)prop-2-yn-1-yl)-5-(8-(7-isopropyl-1,3-dimethyl-2-oxo-2,3-dihydro-1H-benzo[d]imidazol-5-yl)isoquinolin-3-yl)picolinamide